3-[2-Bromo-3-[[ethyl(methyl)sulfamoyl]amino]benzoyl]-5-(6-piperazin-1-ylpyridin-3-yl)-1H-pyrrolo[2,3-b]pyridine BrC1=C(C(=O)C2=CNC3=NC=C(C=C32)C=3C=NC(=CC3)N3CCNCC3)C=CC=C1NS(N(C)CC)(=O)=O